N-[(1S)-2-(1,3-benzodioxol-5-yl)-1-methyl-ethyl]-2-(dimethylamino)-N-ethyl-acetamide O1COC2=C1C=CC(=C2)C[C@H](C)N(C(CN(C)C)=O)CC